OCC(C)=O (hydroxy)acetone